(R)-1-(2,5-difluorophenyl)ethylamine FC1=C(C=C(C=C1)F)[C@@H](C)N